4-(9-phenyl-9H-carbazol-3-yl)phenylfluorene C1(=CC=CC=C1)N1C2=CC=CC=C2C=2C=C(C=CC12)C1=CC=C(C=C1)C1=CC=CC=2C3=CC=CC=C3CC12